C(CCCCCCC)OP(=O)(OCCCCCCCC)C=CP(=O)(OCCCCCCCC)OCCCCCCCC bis(dioctyl-oxyphosphoryl)ethylene